C1(CC1)C1=C(C(=NO1)C1=C(C=CC=C1Cl)Cl)CO[C@H]1[C@@H]2CN([C@H](C1)C2)C2=CC(=C(C=C2)C(=O)NCC(=O)O)F 2-({4-[(1S,4S,5R)-5-{[5-cyclopropyl-3-(2,6-dichlorophenyl)-1,2-oxazol-4-yl]methoxy}-2-azabicyclo[2.2.1]heptan-2-yl]-2-fluorophenyl}formamido)acetic acid